4-(trifluoromethyl)piperidine-1-sulfonamide FC(C1CCN(CC1)S(=O)(=O)N)(F)F